tert-butyl (4-amino-2-methylbenzyl)carbamate NC1=CC(=C(CNC(OC(C)(C)C)=O)C=C1)C